N-(4-chlorophenyl)-N-methylnitrosamide ClC1=CC=C(C=C1)N(N=O)C